FC=1C=C2C(=CN(C2=CC1)C)C=1C2=C(N=C(N1)NC1=CC(=C(C=C1)N(C)CCN(C)C)[N+](=O)[O-])N(C=C2)S(=O)(=O)C2=CC=C(C)C=C2 N4-(4-(5-fluoro-1-methyl-1H-indol-3-yl)-7-tosyl-7H-pyrrolo[2,3-d]pyrimidin-2-yl)-N1-(2-(dimethylamino)ethyl)-N1-methyl-2-nitrobenzene-1,4-diamine